C(C(C)(C)C)NC(=O)C1=NC=CC=C1 N-neopentylpyridinamide